C(C)C(CO)(CO)CC (2,2-diethyl)trimethylene glycol